FC1=NC(=C2N=CN(C2=N1)C1OCCCC1)NCC1=CC=C(C=C1)O 2-fluoro-6-[(4-hydroxybenzyl)amino]-9-(tetrahydro-2H-pyran-2-yl)-9H-purine